C(C)(=O)NCCCNCCCC(=O)O 4-[(3-acetamidopropyl)amino]butanoic acid